C1(CC1)NC(C1=CC(=C(C(=C1)F)C)C1=NC=C(C=C1)C(C1=CC=C(C=C1)OCC(CO)O)=O)=O N-Cyclopropyl-3-(5-(4-(2,3-dihydroxypropoxy)benzoyl)pyridin-2-yl)-5-fluoro-4-methylbenzamide